NCCNC(CCC(C(=O)O)N(CCN(CCNCC(=O)O)CC(=O)O)CC)=O 2,2'-(7-(4-((2-aminoethyl)amino)-1-carboxy-4-oxobutyl)-1,4,7-triazanonane-1,4-diyl)diacetic acid